C(C)OC(\C(=C\N(C)C)\C(C1=C(C=C(C(=C1)[N+](=O)[O-])C)F)=O)=O (E)-3-(dimethylamino)-2-(2-fluoro-4-methyl-5-nitrobenzoyl)acrylic acid ethyl ester